5-chloro-3-(2-(3-(2,6-dimethylphenyl)-4-oxothiazolidine-2-ylidene)hydrazono)-1H-indol-2-one ClC=1C=C2C(C(NC2=CC1)=O)=NN=C1SCC(N1C1=C(C=CC=C1C)C)=O